3-(2,6-difluoro-3,5-dimethoxyphenyl)-7-(1,3-dimethyl-1H-pyrazol-4-yl)-1-(4-methoxyphenyl)-3,4-dihydropyrido[4,3-d]pyrimidin-2(1H)-one FC1=C(C(=C(C=C1OC)OC)F)N1C(N(C2=C(C1)C=NC(=C2)C=2C(=NN(C2)C)C)C2=CC=C(C=C2)OC)=O